(R)-3-(((6-(ethoxycarbonyl)-3-fluoropyridin-2-yl)methoxy)methyl)piperazine-1-carboxylic acid tert-butyl ester C(C)(C)(C)OC(=O)N1C[C@@H](NCC1)COCC1=NC(=CC=C1F)C(=O)OCC